C(C)(C)N1C=NC=C1CN1C=NC2=C1C=CC=C2 1-((1-isopropyl-1H-imidazol-5-yl)methyl)-1H-benzo[d]imidazole